2-{4-[4-Chloro-2-(4-methyl-1,2,4-triazol-3-yl)phenyl]-6-ethoxypyridin-2-yl}-6-({[(1-hydroxycyclobutyl)methyl]amino}methyl)-4-(trifluoromethyl)-3H-isoindol-1-one ClC1=CC(=C(C=C1)C1=CC(=NC(=C1)OCC)N1C(C2=CC(=CC(=C2C1)C(F)(F)F)CNCC1(CCC1)O)=O)C1=NN=CN1C